5-methylbenzofuran-7-amine CC=1C=C(C2=C(C=CO2)C1)N